trimethylolpropane tris(2-mercaptobutyrate) SC(C(=O)O)CC.SC(C(=O)O)CC.SC(C(=O)O)CC.C(O)C(CC)(CO)CO